O=C(C(=O)C[C@H](O)[C@H](O)CO)[O-] 2-dehydro-3-deoxy-D-gluconate